2-[1-(2-methylpropyl)-1H-pyrazol-4-yl]benzoic acid CC(CN1N=CC(=C1)C1=C(C(=O)O)C=CC=C1)C